C(C)(=O)OC(C=CC(C(C1=CC=C(C=C1)C)OC(C)=O)C)OC(C)=O 4-methyl-5-(p-tolyl)pent-2-ene-1,1,5-triyl triacetate